bis-[2-(acryloyloxy)ethyl] phosphate P(=O)(OCCOC(C=C)=O)(OCCOC(C=C)=O)[O-]